2,5-dicarboxyphenylphosphonic acid C(=O)(O)C1=C(C=C(C=C1)C(=O)O)P(O)(O)=O